8-((3R,4R)-4-(3,4-difluorophenoxy)-3-methylpiperidin-1-yl)-5-methyl-6-oxo-5,6-dihydro-1,5-naphthyridine-2-carbonitrile FC=1C=C(O[C@H]2[C@@H](CN(CC2)C2=CC(N(C=3C=CC(=NC23)C#N)C)=O)C)C=CC1F